itaconyl-CoA C(C(=C)CC(=O)O)(=O)SCCNC(CCNC([C@@H](C(COP(OP(OC[C@@H]1[C@H]([C@H]([C@@H](O1)N1C=NC=2C(N)=NC=NC12)O)OP(=O)(O)O)(=O)O)(=O)O)(C)C)O)=O)=O